NC(C(=O)N/N=C/C1=C(C(=C(C=C1)O)O)O)CO 2-amino-3-hydroxy-N-[(E)-(2,3,4-trihydroxyphenyl)methyleneamino]propanamide